N1(CCC2=CC=CC=C12)C(CN1CCC(CC1)(COC)N(C(CC)=O)C1=CC=CC=C1)=O N-(1-(2-(indolin-1-yl)-2-oxoethyl)-4-(methoxymethyl)piperidin-4-yl)-N-phenylpropionamide